CN1C(=CC=2C(=NC(=CC21)C2=CC=C(CN1CCN(CC1)CCC(C)(O)C)C=C2)C)C2=CC=C(C=C2)S(=O)(=O)C 4-(4-(4-(1,4-dimethyl-2-(4-(methylsulfonyl)phenyl)-1H-pyrrolo[3,2-c]pyridin-6-yl)benzyl)piperazin-1-yl)-2-methylbutan-2-ol